C(C)(=O)O[C@H]([C@H]1[C@@H](CC1)C=O)C1=C[C@@H](C1)[C@H](C)[C@@H](C)S(N(CC1=CC=C(C=C1)OC)CC1=CC=C(C=C1)OC)(=O)=O (R)-((R)-3-((2S,3R)-3-(N,N-bis(4-methoxybenzyl)sulfamoyl)butan-2-yl)cyclobut-1-en-1-yl)((1R,2R)-2-formylcyclobutyl)methyl acetate